Cl.CC1=C(C=NN1C1CCNCC1)C1=CC=2N(C(=C1)N[C@H](C)C1=NC=CC=C1)C(=CN2)C#N 7-[5-Methyl-1-(4-piperidyl)pyrazol-4-yl]-5-[[(1R)-1-(2-pyridyl)ethyl]amino]imidazo[1,2-a]pyridine-3-carbonitrile HCl